3-(((2R)-1-(sec-butyl)pyrrolidin-2-yl)methyl)-5,6,7-trifluoro-1H-indole C(C)(CC)N1[C@H](CCC1)CC1=CNC2=C(C(=C(C=C12)F)F)F